6H-quinoxaline N1=CC=NC=2CCC=CC12